FC(C(C(C(C)O)C)O)(F)F 1,1,1-trifluoro-3-methyl-2,4-pentanediol